CC1(C(C(=CC2(OCC=3C2=NC=CC3)C1)C#N)=O)C 5,5-dimethyl-4-oxo-5'H-spiro[cyclohex-2-ene-1,7'-furo[3,4-b]pyridine]-3-carbonitrile